S1C=C(C=C1)C=1C=C2CCNCC2=CC1 6-thiophen-3-yl-1,2,3,4-tetrahydroisoquinoline